naphtho[2,3-d]oxazol-2-yl-boronic acid O1C(=NC2=C1C=C1C=CC=CC1=C2)B(O)O